tert-butyl 2-(5-bromo-2-(4-((tert-butyldimethylsilyl)oxy)-2-methylbutan-2-yl)-3-((diisopropoxyphosphoryl)oxy)phenyl)acetate BrC=1C=C(C(=C(C1)CC(=O)OC(C)(C)C)C(C)(CCO[Si](C)(C)C(C)(C)C)C)OP(=O)(OC(C)C)OC(C)C